hexane-1,2,4,6-tetraol C(C(CC(CCO)O)O)O